(7-(2-(4-(6-fluorobenzo[b]thiophen-4-yl)piperazin-1-yl)ethyl)-2-oxo-3,4-dihydroquinolin-1(2H)-yl)methyl tetracosanoate C(CCCCCCCCCCCCCCCCCCCCCCC)(=O)OCN1C(CCC2=CC=C(C=C12)CCN1CCN(CC1)C1=CC(=CC=2SC=CC21)F)=O